2-(((1R,2R,3S,4R)-2,3-Dihydroxy-4-(4-(methylamino)-7H-pyrrolo[2,3-d]pyrimidin-7-yl)cyclopentyl)methoxy)-N-phenethylacetamide O[C@@H]1[C@H](C[C@H]([C@@H]1O)N1C=CC2=C1N=CN=C2NC)COCC(=O)NCCC2=CC=CC=C2